C(C)(C)(C)C1CCC2(OCC(O2)CBr)CC1 8-(tert-butyl)-2-(bromomethyl)-1,4-dioxaspiro[4.5]decane